3-(4,7-difluoro-1-oxoisoindolin-2-yl)piperidine-2,6-dione FC1=C2CN(C(C2=C(C=C1)F)=O)C1C(NC(CC1)=O)=O